(S)-5-(2-((4-(3-((4-chloro-2-fluorobenzyl)oxy)-4-fluorophenyl)-3,6-dihydropyridin-1(2H)-yl)methyl)-3-(oxetan-2-ylmethyl)-3H-imidazo[4,5-c]pyridin-6-yl)-4H-1,2,4-triazole ClC1=CC(=C(COC=2C=C(C=CC2F)C=2CCN(CC2)CC2=NC3=C(C=NC(=C3)C=3NC=NN3)N2C[C@H]2OCC2)C=C1)F